C(C)(=O)N1C(C(C2=C(C=CC=C12)C)=O)(C1=CC=C(C=C1)C)O 1-acetyl-2-hydroxy-4-methyl-2-(p-tolyl)indol-3-one